N-[(4aR,6R,7R,8R,8aR)-8-hydroxy-6-(pent-4-yn-1-yloxy)-2-phenyl-hexahydropyrano[3,2-d][1,3]dioxin-7-yl]acetamide O[C@@H]1[C@H]([C@@H](O[C@H]2[C@@H]1OC(OC2)C2=CC=CC=C2)OCCCC#C)NC(C)=O